2-methyl-N-(5-(methylthio)pyrimidin-2-yl)propane-1,3-diamine hydrochloride Cl.CC(CNC1=NC=C(C=N1)SC)CN